C(C1=CC=CC=C1)OC(=O)N1CCC(CC1)C[C@H]1CSC=2C(=C(C=C3C(=NC(N1C23)=O)N2[C@H](CN(CC2)C(=O)OC(C)(C)C)C)Cl)Br (S)-tert-butyl 4-((S)-3-((1-((benzyloxy)carbonyl)piperidin-4-yl)methyl)-10-bromo-9-chloro-5-oxo-3,5-dihydro-2H-[1,4]thiazino[2,3,4-ij]quinazolin-7-yl)-3-methylpiperazine-1-carboxylate